N'-acetyl-4-amino-N',1-dimethyl-N-[[5-(trifluoromethyl)-2-pyridyl]methyl]pyrazolo[4,3-c]quinoline-8-carbohydrazide C(C)(=O)N(N(C(=O)C1=CC=2C3=C(C(=NC2C=C1)N)C=NN3C)CC3=NC=C(C=C3)C(F)(F)F)C